C(C)(=O)C1=CC=C(C=C1)C1=CC=CC=C1 4-acetylbiphenyl